((S)-1-(4-Methylphenyl)ethyl)-4-((R)-3-(3-(trifluoromethyl)phenoxy)pyrrolidin-1-yl)tetrahydro-2H-pyran-4-carboxamide CC1=CC=C(C=C1)[C@H](C)C1OCCC(C1)(C(=O)N)N1C[C@@H](CC1)OC1=CC(=CC=C1)C(F)(F)F